CSCCCCC[C@@H](C(=O)[O-])N(O)O The molecule is an N,N-dihydroxy-L-polyhomomethioninate that is the conjugate base of N,N-dihydroxy-L-trihomomethionine, obtained by deprotonation of the carboxy group; major species at pH 7.3. It is a N,N-dihydroxy-L-polyhomomethioninate and a N,N-dihydroxytrihomomethioninate. It is a conjugate base of a N,N-dihydroxy-L-trihomomethionine.